7-fluoro-4-(8-fluoro-2-(((2R,7aS)-2-fluorotetrahydro-1H-pyrrolizin-7a(5H)-yl)methoxy)-4-((R)-3-methylpyrrolidin-1-yl)-6-(trifluoromethyl)quinazolin-7-yl)benzo[d]thiazol-2-amine FC1=CC=C(C=2N=C(SC21)N)C2=C(C=C1C(=NC(=NC1=C2F)OC[C@]21CCCN1C[C@@H](C2)F)N2C[C@@H](CC2)C)C(F)(F)F